ClC1=C(OC2(CC(C2)OC(=O)N2CC3(C2)NC(OC3)=O)C)C=CC(=C1)F 6-oxo-7-oxa-2,5-diazaspiro[3.4]octane-2-carboxylic acid cis-3-(2-chloro-4-fluorophenoxy)-3-methylcyclobutyl ester